ClC=1C=C(C=C(C1OC=1C=C2C(=NC1)NC1=C2C(COC1)(C)C)Cl)N1N=C(C(NC1=O)=O)C#N 2-(3,5-dichloro-4-((5,5-dimethyl-5,6,8,9-tetrahydropyrano[4',3':4,5]pyrrolo[2,3-b]pyridin-3-yl)oxy)phenyl)-3,5-dioxo-2,3,4,5-tetrahydro-1,2,4-triazine-6-carbonitrile